CC1=C(C=CC(=C1)C)C1=NC(=NC(=N1)C1=C(C=C(C=C1)C)C)C1=C(C=C(C=C1)OCCCCCCCC)O 2-(4,6-bis(2,4-dimethylphenyl)-1,3,5-triazin-2-yl)-5-octyloxyphenol